di-tert-butyl-2,2'-thiodi-p-cresol C(C)(C)(C)C1=C(C(=C(C(=C1)O)SC1=CC(=CC=C1O)C)C(C)(C)C)C